OC1=C(N2C(C3=CC(=CC=C13)C1=CC=CC=C1)=NC=N2)C(=O)NCC(=O)O (6-hydroxy-9-phenyl-[1,2,4]triazolo[5,1-a]isoquinoline-5-carbonyl)glycine